6-chloro-3-((1-(9-methyl-5-morpholino-2-(trifluoromethyl)imidazo[1,2-c]quinazolin-7-yl)ethyl)amino)picolinic acid ClC1=CC=C(C(=N1)C(=O)O)NC(C)C1=CC(=CC=2C=3N(C(=NC12)N1CCOCC1)C=C(N3)C(F)(F)F)C